Tetracyclo[4.4.0.12,5.17,10]-3-dodecen C12C3C=CC(C2C2CCC1C2)C3